CC=1C=C(C=C(C1)C)P(C(=C=C)C1=CC=CC=C1)(C1=CC(=CC(=C1)C)C)=O bis(3,5-dimethylphenyl)(1-phenylpropa-1,2-dien-1-yl)phosphine oxide